C(#N)C1=C(SC2=C1C(=NC=C2F)C=2C1=C(C=3C=NC(=NC3C2F)N2C[C@@H](CC2)N2CCN(CC2)C2CC2)COC1)NC(OC(C)(C)C)=O tert-Butyl (3-cyano-4-(3-((R)-3-(4-cyclopropylpiperazin-1-yl)pyrrolidin-1-yl)-5-fluoro-7,9-dihydrofuro[3,4-f]quinazolin-6-yl)-7-fluorothieno[3,2-c]pyridin-2-yl)carbamate